deoxy-2',2'-difluorocytidine-5'-carbonate C(O)(=O)OC[C@@H]1[C@H](C([C@@H](O1)N1C(=O)N=C(N)C=C1)(F)F)O